(4-Amino-2-fluorophenyl)methanol NC1=CC(=C(C=C1)CO)F